C(C=C)(=O)N1C[C@H]2N(C(C1)C1=CC(=NC(=C1)Cl)C1=CC(=NC=N1)C(=O)NC)C(CC2)=O 6-(4-((8aS)-2-acryloyl-6-oxooctahydropyrrolo[1,2-a]pyrazin-4-yl)-6-chloropyridin-2-yl)-N-methylpyrimidine-4-carboxamide